benzyl (4-carbamoylbicyclo[2.2.1]heptan-1-yl)carbamate C(N)(=O)C12CCC(CC1)(C2)NC(OCC2=CC=CC=C2)=O